Cl.CC=1C=C(C=C(C1)C)NC1=NC=CC(=N1)C1=NN(C(=C1)C(=O)N[C@@H]1CNCCC1)C 3-{2-[(3,5-dimethylphenyl)amino]pyrimidin-4-yl}-1-methyl-N-[(3S)-piperidin-3-yl]-1H-pyrazole-5-carboxamide hydrochloride